4-aza-1-hydroxybenzotriazole ON1N=NC2=C1C=CC=N2